NC=1C(N(C2=CC=CC(=C2C1)N1CCN(C2=CC(=C(C=C12)C#N)C=1C=NN(C1)C)C)C)=O 4-(3-Amino-1-methyl-2-oxo-1,2-dihydroquinolin-5-yl)-1-methyl-7-(1-methyl-1H-pyrazol-4-yl)-1,2,3,4-tetrahydroquinoxaline-6-carbonitrile